C12N[C@@H](C(CC1)CC2)C(=O)N2C1CC(CC2CC1)C1=CN(C2=CN=CC=C21)C2=C(C(=O)N(C(C)C)C)C=C(C=C2)F 2-(3-{8-[(3S)-2-azabicyclo[2.2.2]octane-3-carbonyl]-8-azabicyclo[3.2.1]octan-3-yl}-1H-pyrrolo[2,3-c]pyridin-1-yl)-5-fluoro-N-methyl-N-(propan-2-yl)benzamide